4-[2-(4-amino-piperidin-1-yl)-5-(6-methoxypyridin-3-yl)-1-methyl-6-oxo-1,6-dihydro-pyrimidin-4-yl]-2-fluoro-benzonitrile NC1CCN(CC1)C=1N(C(C(=C(N1)C1=CC(=C(C#N)C=C1)F)C=1C=NC(=CC1)OC)=O)C